tert-butyl (4-((4-(4-(2,6-dioxopiperidin-4-yl)-2-fluorophenyl)piperazin-1-yl)methyl)piperidin-1-yl)carbamate O=C1NC(CC(C1)C1=CC(=C(C=C1)N1CCN(CC1)CC1CCN(CC1)NC(OC(C)(C)C)=O)F)=O